ClC1=C(C=CC=2N1N=CC2S(=O)(=O)Cl)OC(F)F 7-chloro-6-(difluoromethoxy)pyrazolo[1,5-a]pyridine-3-sulfonyl chloride